C[C@]12CC3(CC(C[C@@](C1)(C3)C)C2)NC(NC2=C(C=C(C(=O)N3C[C@H](CCC3)C(=O)NCCCCC(=O)NO)C=C2)F)=O (S)-1-(4-(3-((1r,3r,5S,7S)-3,5-dimethyladamantan-1-yl)ureido)-3-fluorobenzoyl)-N-(5-(hydroxyamino)-5-oxopentyl)piperidine-3-carboxamide